[Cl-].C(CCCCCCCCCC)[NH+]1C=C(C=C1)C 1-Undecyl-3-Methylpyrrolium chlorid